5-(((Benzyloxy)carbonyl)amino)pentanoic acid C(C1=CC=CC=C1)OC(=O)NCCCCC(=O)O